[NH4+].S(=O)(=O)([O-])CCS(=O)(=O)[O-].[NH4+] edisylate ammonium salt